1-{2-[(2,4-dimethoxybenzyl)sulfamoyl]-4-nitrophenyl}-1H-pyrazole-4-carboxylic acid ethyl ester C(C)OC(=O)C=1C=NN(C1)C1=C(C=C(C=C1)[N+](=O)[O-])S(NCC1=C(C=C(C=C1)OC)OC)(=O)=O